FC1=CC=C(C=C1)C(C(=O)O)(O)C1=CC=C(C=C1)F 2,2-bis(4-fluorophenyl)-2-hydroxyacetic acid